cyclopropyl-6-methoxypyrazolo[1,5-a]pyrimidin-7-ol C1(CC1)C1=NN2C(N=CC(=C2O)OC)=C1